7-bromo-2,4-dichloro-5-fluoro-quinoline BrC1=CC(=C2C(=CC(=NC2=C1)Cl)Cl)F